tert-butyl (R)-(3-methyl-1-(3-(4,4,5,5-tetramethyl-1,3,2-dioxaborolan-2-yl)phenyl)pyrrolidin-3-yl)carbamate C[C@@]1(CN(CC1)C1=CC(=CC=C1)B1OC(C(O1)(C)C)(C)C)NC(OC(C)(C)C)=O